[Cl-].C(CCCCCCCCCCCCCCCCCCCCC)(=O)C[N+](C)(C)CCCO behenoylhydroxypropyl-trimethylammonium chloride